(6-amino-5-methylpyridin-3-yl)-2-(6-(benzo[d]thiazol-5-yl)-3-methyl-3,4-dihydropyridin-1(2H)-yl)-2-oxoacetamide NC1=C(C=C(C=N1)NC(C(=O)N1CC(CC=C1C=1C=CC2=C(N=CS2)C1)C)=O)C